Cl.OC=1C(=NC=CC1O)C(=O)N[C@H](C(=O)NCC(C)C)C (S)-3,4-dihydroxy-N-(1-(isobutylamino)-1-oxopropan-2-yl)picolinamide hydrochloride